N1N=CC(=C1)C=1C=CC=2N(C1)C=C(N2)NC2=NC=CC(=C2)CN2CCN(CC2)C(C)=O 1-(4-((2-((6-(1H-pyrazol-4-yl)imidazo[1,2-a]pyridin-2-yl)amino)pyridin-4-yl)methyl)piperazin-1-yl)ethanone